OC1=C(C(=O)C2=CC=NC=C2)C=CC=C1 4-(2-hydroxybenzoyl)pyridine